ClC1=C(C(=CC=C1Cl)F)[C@@]1(CN(CC1)C(C=C)=O)NC=1C=CC2=C(N(N=C2C1)CC(=O)N)C(F)(F)F 2-(6-{[(3S)-3-(2,3-Dichloro-6-fluorophenyl)-1-(prop-2-enoyl)pyrrolidin-3-yl]amino}-3-(trifluoromethyl)indazol-2-yl)acetamide